OC([C@@H](C)NC(=O)C=1C(N(N=C(C1)C1=CC=C(C=C1)OC(F)(F)F)C=1C=NC=CC1)=O)(C)C N-[(2R)-3-Hydroxy-3-methylbutan-2-yl]-3-oxo-2-(pyridin-3-yl)-6-[4-(trifluoromethoxy)-phenyl]-2,3-dihydropyridazine-4-carboxamide